S1C2=C(C=C1C1=C(C(=NC(=N1)C1=CNC3=NC=CN=C31)N[C@@H]3[C@H](C1CCC3CC1)C(=O)O)F)C=CC=C2 (2S,3S)-3-((6-(benzo[b]thiophen-2-yl)-5-fluoro-2-(5H-pyrrolo[2,3-b]pyrazin-7-yl)pyrimidin-4-yl)amino)bicyclo[2.2.2]octane-2-carboxylic acid